(R)-3-butyl-8-hydroxy-7-(methylthio)-5-phenyl-2,3,4,5-tetrahydro-1,5-benzothiazepine 1,1-dioxide C(CCC)[C@H]1CS(C2=C(N(C1)C1=CC=CC=C1)C=C(C(=C2)O)SC)(=O)=O